ClN1C(=C(C2=CC=CC(=C12)C#N)C=1C=NNC1)C1=NNC(=N1)C(F)(F)F chloro-3-(1H-pyrazol-4-yl)-2-(5-(trifluoromethyl)-1H-1,2,4-triazol-3-yl)-1H-indole-7-carbonitrile